ClC1=CC(=C(C=C1)NC(=O)C=1OC(=CC1)C1=C(N=CN1C1CCCC1)C1=CC=C(C=C1)F)F N-(4-chloro-2-fluorophenyl)-5-(1-cyclopentyl-4-(4-fluorophenyl)-1H-imidazol-5-yl)furan-2-carboxamide